(2R,3R,4S,5S,6S)-2-(Benzo[d][1,3]dioxol-5-yl(8-chloroquinolin-2-yl)amino)-6-(methoxycarbonyl)tetrahydro-2H-pyran-3,4,5-triyl triacetate C(C)(=O)O[C@H]1[C@@H](O[C@@H]([C@H]([C@@H]1OC(C)=O)OC(C)=O)C(=O)OC)N(C1=NC2=C(C=CC=C2C=C1)Cl)C1=CC2=C(OCO2)C=C1